(+/-)-N-{[5-(4-{[(3R,4S)-3-fluoro-1-methylpiperidin-4-yl]amino}-1-(2,2,2-trifluoroethyl)-1H-indol-2-yl)-1,3,4-oxadiazol-2-yl]methyl}-4-methoxybenzamide F[C@@H]1CN(CC[C@@H]1NC1=C2C=C(N(C2=CC=C1)CC(F)(F)F)C1=NN=C(O1)CNC(C1=CC=C(C=C1)OC)=O)C |r|